N(=[N+]=[N-])CC(=O)NCCCO 2-azido-N-(3-hydroxypropyl)acetamide